OC(C(=O)NC)(C)C 2-hydroxy-N,2-dimethylpropionamide